C[Si](C)(C)C#CC=1C=CC(=NC1)CS(=O)(=O)OC methyl (5-((trimethylsilyl)ethynyl)pyridin-2-yl)methanesulfonate